ClC1=C(C=CC(=C1)F)SC1CC2(CN(C2)C(=O)OC(C)(C)C)C1 tert-butyl 6-((2-chloro-4-fluorophenyl)thio)-2-azaspiro[3.3]heptane-2-carboxylate